C(COCCOCCOCCOCC(=O)N)(=O)N 3,6,9,12-tetraoxatetradecanediamide